C(C)C1=NC(=NN1CC1=CC=C(C=C1)C1=NOC(=N1)C(F)(F)F)N ethyl-1-{4-[5-(trifluoromethyl)-1,2,4-oxadiazol-3-yl]benzyl}-1H-1,2,4-triazol-3-amine